9-hydroxymethyltricyclo[5.2.1.02,6]decane OCC1CC2C3CCCC3C1C2